tert-Butyl (3aR,5r,6aS)-5-(6-chloropyridazin-3-yl)oxy-3,3a,4,5,6,6a-hexahydro-1H-cyclopenta[c]pyrrole-2-carboxylate ClC1=CC=C(N=N1)OC1C[C@@H]2[C@@H](CN(C2)C(=O)OC(C)(C)C)C1